BrC1=C(C=CC=C1)C(C)NC(=O)NC1=C2C=NN(C2=CC=C1)C 1-(bromophenyl)ethyl-N'-(1-methyl-1H-indazol-4-yl)urea